COC(C1=C(N=C(C(=C1)Br)C(F)(F)F)NC(C)(C)C)=O 5-bromo-2-(tert-butylamino)-6-(trifluoromethyl)nicotinic acid methyl ester